C(C)(C)N(C(=O)C1=C(C=CC(=C1)F)N1C=C(C=2C1=CN=CC2)C(=O)C2CN(C2)C(=O)OC(C)(C)C)C(C)C tert-Butyl 3-(1-(2-(diisopropylcarbamoyl)-4-fluorophenyl)-1H-pyrrolo[2,3-c]pyridine-3-carbonyl)azetidine-1-carboxylate